2-[(1Z)-5-Fluoro-1-({4-[(4-fluorophenoxy)methyl]-2-(trifluoromethyl)phenyl}-methylidene)-2-methyl-1H-inden-3-yl]acetic acid FC=1C=C2C(=C(/C(/C2=CC1)=C/C1=C(C=C(C=C1)COC1=CC=C(C=C1)F)C(F)(F)F)C)CC(=O)O